3-(2-hydroxy-3-(isoindolin-2-yl)propyl)imidazolidin-2-one OC(CN1C(NCC1)=O)CN1CC2=CC=CC=C2C1